C(C)N1N=C(C=C1C=1NC(=NN1)C1=C2C=NN(C2=CC(=C1)C(=O)N)CCN1CC(C1)C)C 4-[5-(1-ethyl-3-methyl-1H-pyrazol-5-yl)-4H-1,2,4-triazol-3-yl]-1-[2-(3-methylazetidin-1-yl)ethyl]-1H-indazole-6-carboxamide